Tert-butyl 4-[4-[3-[(4-methoxyphenyl)methyl]-2,4-dioxo-hexahydropyrimidin-1-yl]-8-isoquinolyl]-3,6-dihydro-2H-pyridine-1-carboxylate COC1=CC=C(C=C1)CN1C(N(CCC1=O)C1=CN=CC2=C(C=CC=C12)C=1CCN(CC1)C(=O)OC(C)(C)C)=O